C(C)(C)(C)OC(=O)NCCN1CC2=CC=C(C=C2C1)C(=O)OC methyl 2-(2-{[(tert-butoxy)carbonyl]amino}ethyl)-2,3-dihydro-1H-isoindole-5-carboxylate